OC(CN1N=C(C=C1)C)COC 1-(2-hydroxy-3-methoxypropyl)-3-methyl-1H-pyrazol